2-allyl-6-((1-methyl-1H-indazol-5-yl)amino)-1-(3-nitrophenyl)-1,2-dihydro-3H-pyrazolo[3,4-d]pyrimidin-3-one C(C=C)N1N(C2=NC(=NC=C2C1=O)NC=1C=C2C=NN(C2=CC1)C)C1=CC(=CC=C1)[N+](=O)[O-]